FC1=C2C=CN(C2=C(C=C1)C)C1=CC(=CC=C1)C=1SC(=NN1)C 4-fluoro-7-methyl-N-(3-(5-methyl-1,3,4-thiadiazol-2-yl)phenyl)-1H-indole